3-[2-(4-ethylbenzoyl)-1,2,3,4-tetrahydroisoquinolin-5-yl]-3-(7-methoxy-1-methyl-1H-benzo[d][1,2,3]triazol-5-yl)propionic acid ethyl ester C(C)OC(CC(C1=CC2=C(N(N=N2)C)C(=C1)OC)C1=C2CCN(CC2=CC=C1)C(C1=CC=C(C=C1)CC)=O)=O